deoxymannose C[C@H]1[C@@H]([C@H]([C@H](C(O1)O)O)O)O